5-Chloro-N-[2-(4-hydroxy-phenyl)-ethyl]-2-methoxy-benzamide ClC=1C=CC(=C(C(=O)NCCC2=CC=C(C=C2)O)C1)OC